2,5-dimethyl-hexyne CC(C)C#CC(C)C